SC(C(C(NC1=CC=CC=C1)=O)NC(CCCCC(=O)NC(C(=O)NC1=CC=CC=C1)C(C)(S)C)=O)(C)C N1,N6-bis(3-mercapto-3-methyl-1-oxo-1-(phenylamino)butan-2-yl)hexanediamide